C1=CC=C(C=C1)SC2=CC=CC=C2N 2-Aminodiphenyl sulfide